1-Pyrenesulfonic acid C1(=CC=C2C=CC3=CC=CC4=CC=C1C2=C34)S(=O)(=O)O